γ-(N-phenyl)aminopropyldimethoxymethylsilane C1(=CC=CC=C1)NCCC[SiH2]C(OC)OC